n-heptyl isononyl phthalate C(C=1C(C(=O)OCCCCCCC(C)C)=CC=CC1)(=O)OCCCCCCC